4-fluoro-N-{[3-fluoro-4-(propan-2-yl)phenyl](phenyl)methyl}-1-[2-(1,3,5-trimethyl-1H-pyrazol-4-yl)acetyl]pyrrolidine-2-carboxamide FC1CC(N(C1)C(CC=1C(=NN(C1C)C)C)=O)C(=O)NC(C1=CC=CC=C1)C1=CC(=C(C=C1)C(C)C)F